CC1(CC1)OC=1C=C2C(=CN1)N(N=C2C2=CC(=NC=N2)N2CCC(CC2)CN2CCN(CC2)C(=O)OC(C)(C)C)C(C2=CC=CC=C2)(C2=CC=CC=C2)C2=CC=CC=C2 tert-butyl 4-[[1-[6-[5-(1-methylcyclopropoxy)-1-trityl-pyrazolo[3,4-c]pyridin-3-yl]pyrimidin-4-yl]-4-piperidyl]methyl]piperazine-1-carboxylate